(1-(4-morpholinobenzoyl)piperidin-4-yl)(5-phenyl-4,5-dihydro-1H-pyrazol-1-yl)methanone O1CCN(CC1)C1=CC=C(C(=O)N2CCC(CC2)C(=O)N2N=CCC2C2=CC=CC=C2)C=C1